5-ethyl-2-fluoro-4-{3-[5-(1-methylpiperidine-4-carbonyl)-1H,4H,5H,6H-pyrrolo[3,4-d]imidazol-2-yl]-1H-indazol-6-yl}phenol C(C)C=1C(=CC(=C(C1)O)F)C1=CC=C2C(=NNC2=C1)C1=NC2=C(N1)CN(C2)C(=O)C2CCN(CC2)C